aminosilane compound with water O.N[SiH3]